(1S,3S,5R)-N-((4-carbamimidoylthiophen-2-yl)methyl)-5-(methoxymethyl)-2-((4-phenoxybutanoyl)glycyl)-2-azabicyclo[3.1.0]hexane-3-carboxamide C(N)(=N)C=1C=C(SC1)CNC(=O)[C@H]1N([C@H]2C[C@]2(C1)COC)C(CNC(CCCOC1=CC=CC=C1)=O)=O